C(C)(C)(C)OC(=O)N1CC(=CCC1)C1=CC(=CC=C1)[C@@H]1N(C[C@H](CC1)C)C(=O)OCC1=CC=CC=C1.ClC1=CC=C(C=C1)C1COCC(N1)=O 5-(4-chlorophenyl)morpholin-3-one tert-butyl-3-(3-((2R,5S)-1-((benzyloxy)carbonyl)-5-methylpiperidin-2-yl)phenyl)-5,6-dihydropyridine-1(2H)-carboxylate